C(C)(C)(C)OC(=O)NCCCC[C@H](NC(CCCN1C(C=CC1=O)=O)=O)C(=O)O N6-(tert-butoxycarbonyl)-N2-(4-(2,5-dioxo-2,5-dihydro-1H-pyrrol-1-yl)butanoyl)-L-lysine